(2S,3S,4R)-2-(N-((Bicyclo[6.1.0]non-4-yn-9-yl)methoxycarbonyl)-L-valinyl-L-citrullinyl-4-aminobenzyloxycarbonylamino)-1-(α-D-galactopyranosyloxy)-3-hydroxy-octadecan-4-yl docosanoate C(CCCCCCCCCCCCCCCCCCCCC)(=O)O[C@@H]([C@H]([C@H](CO[C@@H]1[C@H](O)[C@@H](O)[C@@H](O)[C@H](O1)CO)N(C(=O)OCC1=CC=C(C=C1)N)C([C@@H](NC([C@@H](NC(=O)OCC1C2CCC#CCCC12)C(C)C)=O)CCCNC(=O)N)=O)O)CCCCCCCCCCCCCC